CN1CCOCC1 4-Methyl-Morpholine